(2-(2-hydroxyethyl)-4,5-dimethoxyphenyl) isoamyl ketone C(CC(C)C)C(=O)C1=C(C=C(C(=C1)OC)OC)CCO